[1-[1-[2-(2,6-dioxo-3-piperidinyl)-4-fluoro-1-oxo-isoindolin-5-yl]-4-piperidinyl]-1-methyl-ethyl]piperazine-1-carboxylic acid tert-butyl ester C(C)(C)(C)OC(=O)N1C(CNCC1)C(C)(C)C1CCN(CC1)C=1C(=C2CN(C(C2=CC1)=O)C1C(NC(CC1)=O)=O)F